C(=C)C1=CC=CC2=CC=CC=C12 1-Vinyl-naphthalene